N=1N(N=C2C1C=CC=C2)C2=C(C(=CC(=C2)C(C)(C)CC)C(C)(C)CC)O 2-(2H-benzotriazol-2-yl)-4,6-bisTert-amylphenol